2-aminoethane-1-thiol NCCS